ethyl 2-(4-aminophenyl)thiazole-4-carboxylate hydrobromide Br.NC1=CC=C(C=C1)C=1SC=C(N1)C(=O)OCC